C(C)N1C(C2=CC=C(C=C2C1(C)C)NC1=NC=C(C(=N1)N[C@H](CO)C1=CC=CC=C1)C(=O)O)=O (S)-2-((2-ethyl-3,3-dimethyl-1-oxoisoindolin-5-yl)amino)-4-((2-hydroxy-1-phenylethyl)amino)pyrimidine-5-carboxylic acid